C(C)(C)(C)OC(=O)N(C(CC(=O)C=1SC=C(N1)C(=O)OCC)C(C)C)OCCCC#C Ethyl 2-(3-{[(tert-butoxy)carbonyl](pent-4-yn-1-yloxy)amino}-4-methylpentanoyl)-1,3-thiazole-4-carboxylate